(S)-3-(isoquinolin-4-yl)-2-oxo-1-(4-(trifluoromethoxy)phenyl)imidazoline-4-carbonitrile C1=NC=C(C2=CC=CC=C12)N1C(N(C[C@H]1C#N)C1=CC=C(C=C1)OC(F)(F)F)=O